C(C)C(CC(C(C(=O)[O-])S(=O)(=O)O)(C(=O)[O-])CC(CCCC)CC)CCCC.C(C)N(C1=CC2=[O+]C=3C4=C(CCC3C=C2C=C1)C=CC=C4)CC.C(C)N(CC)C4=CC1=[O+]C=2C3=C(CCC2C=C1C=C4)C=CC=C3 10-(diethylamino)-5,6-dihydrobenzo[C]xanthylium bis-(2-ethylhexyl)sulfosuccinate